1,2-dimercaptobutane SCC(CC)S